NC1=CC=C(C=C1)N1CCN(CC1)C(C)=O 1-(4-(4-aminophenyl)piperazin-1-yl)ethanone